ClC1=NC=C(C(=N1)Br)Br 2-chloro-4,5-dibromo-1,3-diazine